FC(C=1C=C(C=C(C1)C(F)(F)F)C1=NN(C=N1)C=1N=CN(C1[N+](=O)[O-])C(C#N)C=1N=CN(C1[N+](=O)[O-])CC#N)(F)F 2-(4-(3-(3,5-Bis(trifluoromethyl)phenyl)-1H-1,2,4-triazol-1-yl)-5-nitro-1H-imidazol-1-yl)-2-(1-(cyanomethyl)-5-nitro-1H-imidazol-4-yl)acetonitrile